ClC=1C=CC(=C(C1)C=1C(=C2N(N1)CCC2)C=2C=C1N=CC=NC1=CC2)F 6-(2-(5-Chloro-2-fluorophenyl)-5,6-dihydro-4H-pyrrolo[1,2-b]pyrazol-3-yl)quinoxaline